BrC(C)C(C)Br 2,3-dibromobutane